methyl 3-((tert-butoxycarbonyl) amino)-5-methylbenzoate C(C)(C)(C)OC(=O)NC=1C=C(C(=O)OC)C=C(C1)C